3,6-dimethyltetradec-4-enal CC(CC=O)C=CC(CCCCCCCC)C